N[C@@H]1[C@H]([C@H]([C@H](OC1)C1=NC2=C(N1)C=C(C=C2)Br)O)O (2R,3R,4R,5S)-5-amino-2-(6-bromo-1H-benzo[d]imidazol-2-yl)tetrahydro-2H-pyran-3,4-diol